4-chloro-6-(2-phenylcyclopropyl)pyrimidin-2-amine ClC1=NC(=NC(=C1)C1C(C1)C1=CC=CC=C1)N